C(=C\CC1=C(C=CC=C1)OC)/C1=C(C=CC=C1)OC (E)-2,2'-(prop-1-ene-1,3-diyl)bis(methoxybenzene)